FC=1C=C(NC2=CC3=C(C(=N2)C(=O)NC2C(CC2)(C)C)OC(O3)(F)F)C=C(C1)F 6-(3,5-difluoroanilino)-N-(2,2-dimethylcyclobutyl)-2,2-difluoro-[1,3]dioxolo[4,5-c]pyridine-4-carboxamide